6-(azetidin-1-ylmethyl)tetrahydro-2H-pyran N1(CCC1)CC1CCCCO1